BrC=1C(=CC(=NC1)Cl)/C=C/C(=O)N(C)OC (E)-3-(5-bromo-2-chloropyridin-4-yl)-N-methoxy-N-methylacrylamide